(2S,4R)-4-(2-((4-(1H-pyrazol-4-yl)phenyl)amino)-2-oxoethyl)-1-(2-methylbenzofuro[3,2-d]pyrimidin-4-yl)pyrrolidine-2-carboxylic acid N1N=CC(=C1)C1=CC=C(C=C1)NC(C[C@H]1C[C@H](N(C1)C=1C2=C(N=C(N1)C)C1=C(O2)C=CC=C1)C(=O)O)=O